C(C1=CC=CC=C1)SC1=CC(=C(CNC(CCC=2C=NC3=NC(=CC=C3C2Cl)OC)=O)C(=C1)F)F N-(4-(benzylthio)-2,6-difluorobenzyl)-3-(4-chloro-7-methoxy-1,8-naphthyridin-3-yl)propanamide